CC=1C=C(C=CC1C)C=1C=CC(=[N+](C1)[O-])C(N[C@@H](C)\C=C/S(=O)(=O)C)=O (S,Z)-5-(3,4-dimethylphenyl)-2-((4-(methylsulfonyl)but-3-en-2-yl)carbamoyl)pyridine 1-oxide